2-[[5-chloro-2-(4-methylpiperazin-1-yl)-4-pyridyl]methylamino]-5-propyl-4H-[1,2,4]triazolo[1,5-a]pyrimidin-7-one ClC=1C(=CC(=NC1)N1CCN(CC1)C)CNC1=NN2C(NC(=CC2=O)CCC)=N1